FC(F)(F)C=1[NH+](C=CC1)C1=CC=CC=C1 trifluoromethylphenylpyrrolium